C(CCC)N1C=[NH+]C=C1.C(CO)(=O)[O-] glycolic acid 1-butylimidazolium salt